BrC1=CC(=C(C=C1)[C@H]1N([C@@H](CC2=C(C(=CC=C12)N)C)C)CC1(CC1)F)OC (1s,3r)-1-(4-bromo-2-methoxyphenyl)-2-((1-fluorocyclopropyl)methyl)-3,5-dimethyl-1,2,3,4-tetrahydroisoquinolin-6-amine